O1C(=CC=C1)N[C@H](C)C(=O)O furyl-D-alanine